FC(C=1N=COC1)F 4-(difluoromethyl)-1,3-oxazol